1-(5-(4-amino-1-cyclopropyl-1H-pyrazolo[3,4-d]pyrimidin-3-yl)-4-chloroindolin-1-yl)-2-(2-fluoro-5-(trifluoro-methyl)phenyl)ethan-1-one NC1=C2C(=NC=N1)N(N=C2C=2C(=C1CCN(C1=CC2)C(CC2=C(C=CC(=C2)C(F)(F)F)F)=O)Cl)C2CC2